cobalt 2,2-dimethyloctanoate CC(C(=O)[O-])(CCCCCC)C.[Co+2].CC(C(=O)[O-])(CCCCCC)C